Cl.FC1=C(C=CC(=C1)C1NCCC1)C=1N=C2SC3=C(N2C1)C=C(C(=C3)C(=O)N)OC 2-(2-fluoro-4-(pyrrolidin-2-yl)phenyl)-6-methoxybenzo[d]imidazo[2,1-b]thiazole-7-carboxamide hydrochloride